C[Si](CCCCCCCC[SiH2]C(NCCC[Si](C)(OCC)OCC)NCCC[Si](OCC)(OCC)C)(OC)OC 1-Methyldimethoxysilyl-8-bis(methyldiethoxysilylpropylamino)methylsilyl-octane